OC=1C=NC=2C=3C=4NC[C@H](NC(C4SC3C=CC2N1)=O)C (R)-5-hydroxy-15-methyl-11-thia-3,6,14,17-tetraazatetracyclo[8.8.0.02,7.012,18]octadeca-1(10),2(7),3,5,8,12(18)-hexaen-13-one